2'-chloro-N-{6-[(4R)-4-hydroxy-2-oxopiperidin-1-yl]-1,3-benzothiazol-2-yl}-5'-methoxy-6-methyl-[4,4'-bipyridine]-3-carboxamide ClC1=NC=C(C(=C1)C1=C(C=NC(=C1)C)C(=O)NC=1SC2=C(N1)C=CC(=C2)N2C(C[C@@H](CC2)O)=O)OC